BrC1=CC=C2C=NC=NC2=C1F 7-bromo-8-fluoroquinazoline